2-(2-(4-(quinoxalin-6-ylazo)phenoxy)ethoxy)ethan-1-ol methyl-6-(methyl-(propyl)carbamoyl)-2-picolinate CC=1C(=NC(=CC1)C(N(CCC)C)=O)C(=O)OCCOCCOC1=CC=C(C=C1)N=NC=1C=C2N=CC=NC2=CC1